tert-butyl (2S)-1-[(2S)-2-[methyl-[(2S,3S)-3-methyl-2-[[(2S)-4-methyl-2-(methylamino)pentanoyl]amino]pentanoyl]amino]propanoyl]azetidine-2-carboxylate CN([C@H](C(=O)N1[C@@H](CC1)C(=O)OC(C)(C)C)C)C([C@H]([C@H](CC)C)NC([C@H](CC(C)C)NC)=O)=O